2-(Chloromethyl)-7-nitroquinazolin-4(3H)-one ClCC1=NC2=CC(=CC=C2C(N1)=O)[N+](=O)[O-]